C(C)(C)(C)S(=O)(=O)N1C2(CCC2)CC(C1)O 5-(tert-butylsulfonyl)-5-azaspiro[3.4]octan-7-ol